(2R)-2-Amino-3,3-dimethyl-N-[4-(1H-pyrrolo[2,3-b]pyridin-4-yl)thiazol-2-yl]butanamide N[C@@H](C(=O)NC=1SC=C(N1)C1=C2C(=NC=C1)NC=C2)C(C)(C)C